methyl 3-((2-isopropyl-4-methylpyridin-3-yl)amino)-3-oxopropanoate C(C)(C)C1=NC=CC(=C1NC(CC(=O)OC)=O)C